CC(CC=O)C=C(CCCC)C 3,5-dimethylnon-4-enal